O[C@@]1(CN(CC1)C=1C=C(C=NC1)B(O)O)C (S)-(5-(3-hydroxy-3-methylpyrrolidin-1-yl)pyridin-3-yl)boronic acid